tert-butyl (1-(4-(tert-butoxy)phenyl)azetidin-3-yl)(methyl)carbamate C(C)(C)(C)OC1=CC=C(C=C1)N1CC(C1)N(C(OC(C)(C)C)=O)C